COC1=C(C(=O)P(CC2=CC=CC=C2)(C(C2=C(C=CC=C2OC)OC)=O)=O)C(=CC=C1)OC bis(2,6-dimethoxybenzoyl)benzyl-phosphine oxide